2-(5-(1,3-Dioxan-2-yl)-3-ethylthio-pyridin-2-yl)-5-(trifluoromethylthio)benzo[d]oxazole O1C(OCCC1)C=1C=C(C(=NC1)C=1OC2=C(N1)C=C(C=C2)SC(F)(F)F)SCC